2-(2-propynyloxy)acetic acid C(C#C)OCC(=O)O